(S)-N-(1-(6-((3-chloro-4-methylphenyl)amino)-2-morpholinopyrimidin-4-yl)ethyl)-5-methoxypicolinamide ClC=1C=C(C=CC1C)NC1=CC(=NC(=N1)N1CCOCC1)[C@H](C)NC(C1=NC=C(C=C1)OC)=O